C1(CC1)N1CC(C(CC1)OC=1C=CC(=NC1)C(NC(NC1=NC=CC=C1C(C)C)=S)=N)(F)F 5-((1-cyclopropyl-3,3-difluoropiperidin-4-yl)oxy)-N-((3-isopropylpyridin-2-yl)carbamothioyl)picolinimidamide